The molecule is a cholanic acid conjugate anion that is the conjugate base of tauro-beta-muricholic acid arising from deprotonation of the sulfonate OH group; major species at pH 7.3. It has a role as a rat metabolite and a human metabolite. It is a cholanic acid conjugate anion and an organosulfonate oxoanion. It is a conjugate base of a tauro-beta-muricholic acid. C[C@H](CCC(=O)NCCS(=O)(=O)[O-])[C@H]1CC[C@@H]2[C@@]1(CC[C@H]3[C@H]2[C@H]([C@H]([C@H]4[C@@]3(CC[C@H](C4)O)C)O)O)C